C(#N)C=1N(N=C2C(=CC(=CC12)Br)Br)[C@H]1C=C(C(=O)O)O[C@H]([C@@H]1NC(C(C)C)=O)[C@H](O)[C@H](O)CO 2,6-Anhydro-4-(3-cyano-5,7-dibromo-2H-indazol-2-yl)-3,4,5-trideoxy-5-isobutyramido-D-glycero-D-galacto-non-2-enonic acid